(E)-N'-benzylidene-4-methylbenzenesulfonhydrazide C(/C1=CC=CC=C1)=N\NS(=O)(=O)C1=CC=C(C=C1)C